(2-(1-(4-cyano-6,7-dimethoxyisoquinolin-1-yl)piperidin-4-yl)ethyl)phosphonic acid C(#N)C1=CN=C(C2=CC(=C(C=C12)OC)OC)N1CCC(CC1)CCP(O)(O)=O